tert-butyl N-[[2-[[2-(tert-butoxycarbonylamino)-5-(4-fluorophenyl)phenyl]carbamoyl]benzofuran-5-yl]-methyl-oxo-sulfanylidene]carbamate C(C)(C)(C)OC(=O)NC1=C(C=C(C=C1)C1=CC=C(C=C1)F)NC(=O)C=1OC2=C(C1)C=C(C=C2)S(=NC(OC(C)(C)C)=O)(=O)C